5-(4-fluorophenyl)-2-ureidothiophene-3-carboxamide FC1=CC=C(C=C1)C1=CC(=C(S1)NC(=O)N)C(=O)N